5-((dimethylamino)methyl)isoindoline-2-carboxylic acid tert-butyl ester C(C)(C)(C)OC(=O)N1CC2=CC=C(C=C2C1)CN(C)C